BrC=1C=C(C=CC1F)NC(=NO)C1=NON=C1NCCNS(=O)(=O)N1CCOCC1 N-(3-bromo-4-fluorophenyl)-N'-hydroxy-4-((2-(morpholine-4-sulfonylamino)ethyl)amino)-1,2,5-oxadiazole-3-carboxamidine